CN1C=NC2=C1C=NC=C2C2=C(N=CC(=N2)C(=O)O)NC 6-(3-methyl-3H-imidazo[4,5-c]pyridin-7-yl)-5-(methylamino)pyrazine-2-carboxylic acid